(6S,9R)-N-(3,4-dichlorophenyl)-3-oxo-3,5,6,7,8,9-hexahydro-2H-6,9-methano-cyclohepta-[c]pyridine-10-carboxamide ClC=1C=C(C=CC1Cl)NC(=O)C1[C@@H]2CC=3C(=CNC(C3)=O)[C@@H]1CC2